OCCCCCCCCCCCCCC1=CC=C(C(=O)O)C=C1 p-hydroxytridecyl-benzoic acid